ClC1=CC=C(C(=N1)C1=CC(=CC(=C1)CO)F)N[C@H](C)C=1C=C(C=C2C(C(=C(OC12)N1CCC(CC1)(C)C)C)=O)C (R)-8-(1-((6-chloro-2-(3-fluoro-5-(hydroxymethyl)phenyl)pyridin-3-yl)amino)ethyl)-2-(4,4-dimethylpiperidin-1-yl)-3,6-dimethyl-4H-chromen-4-one